NC1=CC=C(C(=N1)[C@]1(N=C(O[C@@H]([C@@H]1F)C(F)(F)F)NC(OC(C)(C)C)=O)C)F tert-butyl (4R,5R,6S)-4-(6-amino-3-fluoropyridin-2-yl)-5-fluoro-4-methyl-6-(trifluoromethyl)-5,6-dihydro-4H-1,3-oxazin-2-ylcarbamate